O[C@]1(CC[C@@H]2[C@H]3CC[C@]4([C@H]([C@@H]3CC[C@H]21)CC[C@@H]4C(C)=O)C)C 1-((1S,3aS,3bR,5aR,6S,8aR,8bS,10aS)-6-hydroxy-6,10a-dimethylhexadecahydrodicyclopenta[a,f]naphthalen-1-yl)ethan-1-one